1-(2-chloro-6-nitro-phenyl)-4,4-difluoro-piperidine ClC1=C(C(=CC=C1)[N+](=O)[O-])N1CCC(CC1)(F)F